1-(2-methoxyethyl)-1H-pyrazole-4-carboxylic acid ethyl ester C(C)OC(=O)C=1C=NN(C1)CCOC